CN1CCC(CC1)C(=O)N1C[C@H](CC1)NC=1C2=C(N=CN1)C=CC(=N2)C=2C=C(C(=NC2)OC)C#N (S)-4-(1-(N-methyl-4-piperidinecarbonyl)pyrrolidin-3-yl)amino-6-(2-methoxy-3-cyanopyridin-5-yl)pyrido[3,2-d]pyrimidine